ClC=1C2=C(N=CN1)N(C=C2)[C@H]2[C@@H]([C@@H]([C@H](C2)CN(CC#CC=2C=C(C(=O)N)C=CC2)CCC)O)O 3-(3-((((1R,2R,3S,4R)-4-(4-chloro-7H-pyrrolo[2,3-d]pyrimidin-7-yl)-2,3-dihydroxycyclopentyl)methyl)(propyl)amino)prop-1-yn-1-yl)benzamide